N-hydroxy-2-(3H-imidazo[4,5-c]pyridin-2-yl)isoindoline-4-carboxamide ONC(=O)C=1C=2CN(CC2C=CC1)C1=NC2=C(C=NC=C2)N1